CCC1=CC=CC(=C1N(COCC)C(=O)CS(=O)(=O)O)C The molecule is an organosulfonic acid that is 2-oxoethanesulfonic acid substituted by an (ethoxymethyl)(2-ethyl-6-methylphenyl)amino group at position 2. It has a role as a marine xenobiotic metabolite. It is an organosulfonic acid, an ether and an aromatic amide.